FC1=C(C(=C(C(=C1F)F)F)F)C1=C(C(=O)OCCC2=C(C=C(C=C2)Br)Br)C=C(C=C1C(NCCCN(CCCCCCCCC(OC(CCCCC)CC)=O)CCCCCCCCC(=O)OC(CCCCC)CC)=O)C(NCCCN(CCCCCCCCC(OC(CCCCC)CC)=O)CCCCCCCCC(OC(CCCCC)CC)=O)=O 2-(2,4-dibromophenyl)ethan-1-ol (2,3,4,5,6-pentafluorophenyl)3,5-bis[3-[bis[9-(1-ethylhexoxy)-9-oxo-nonyl]amino]propylcarbamoyl]benzoate